(S)-1-(4-(3-cyclopropyl-4-((5-(trifluoromethyl)-4-(trimethylstannyl)pyrimidin-2-yl)amino)phenyl)-2-methylpiperazin-1-yl)-2,2,2-trifluoroethan-1-one C1(CC1)C=1C=C(C=CC1NC1=NC=C(C(=N1)[Sn](C)(C)C)C(F)(F)F)N1C[C@@H](N(CC1)C(C(F)(F)F)=O)C